ClC=1C(=NC(=C(C(=O)NC2=CC(=NC=C2)S(N)(=O)=O)C1)N1C[C@@H](C(CC1)(F)F)C)C |o1:22| (S or R)-5-chloro-2-(4,4-difluoro-3-methylpiperidin-1-yl)-6-methyl-N-(2-sulfamoylpyridin-4-yl)nicotinamide